C1(CC1)CN1CC[C@]23CC(NCC[C@@]2([C@H]1CC1=CC=C(C(=C13)O)OC)O)=O (5aR,6R,11bR)-14-(cyclopropylmethyl)-5a,11-dihydroxy-10-methoxy-3,4,5,5a,6,7-hexahydro-6,11b-(epiminoethano)naphtho[1,2-d]azepin-2(1H)-one